C1(CC1)CN1C[C@H]([C@@H](CC1)NC(=O)C1=NOC(=C1)C1=C(C=C(C=C1)Cl)Cl)C(=O)O |r| rac-(3R,4R)-1-cyclopropylmethyl-4-{[5-(2,4-dichloro-phenyl)-isoxazole-3-carbonyl]-amino}-piperidine-3-carboxylic acid